CN(C1=CC=CC(=N1)CNC(C)=O)C N-{[6-(dimethylamino)pyridin-2-yl]methyl}acetamide